3-(1,1-difluoroethyl)-4-iodo-1H-pyrazole FC(C)(F)C1=NNC=C1I